The molecule is an O-acyl-L-carnitine in which the acyl group is specified as icosanoyl. It has a role as a human metabolite. It derives from an icosanoic acid. CCCCCCCCCCCCCCCCCCCC(=O)O[C@H](CC(=O)[O-])C[N+](C)(C)C